N1=C(C=CC=C1)C(=O)[O-].[Ir+3].N1=C(C=CC=C1)C(=O)[O-].N1=C(C=CC=C1)C(=O)[O-] Iridium picolinate